1,6,11-tris[2,4-bis(N-butyl-N-(1,2,2,6,6-pentamethyl-4-piperidyl)amino)-s-triazin-6-ylamino]undecane C(CCC)N(C1CC(N(C(C1)(C)C)C)(C)C)C1=NC(=NC(=N1)N(CCCC)C1CC(N(C(C1)(C)C)C)(C)C)NCCCCCC(CCCCCNC1=NC(=NC(=N1)N(CCCC)C1CC(N(C(C1)(C)C)C)(C)C)N(CCCC)C1CC(N(C(C1)(C)C)C)(C)C)NC1=NC(=NC(=N1)N(CCCC)C1CC(N(C(C1)(C)C)C)(C)C)N(CCCC)C1CC(N(C(C1)(C)C)C)(C)C